3-(3-(benzyloxy)benzyl)thiazolidine-2,4-dione C(C1=CC=CC=C1)OC=1C=C(CN2C(SCC2=O)=O)C=CC1